ClC1=NC=C(C(=C1)N1CCC(CC1)(O)OC)C#CC1CN(CC1)C 1-(2-chloro-5-((1-methylpyrrolidin-3-yl)ethynyl)pyridin-4-yl)-4-methoxypiperidin-4-ol